Rac-(2s,4r)-2-(4-cyanophenyl)-4-methyl-N-((E)-3-(methylsulfonyl)allyl)piperidine-1-carboxamide C(#N)C1=CC=C(C=C1)[C@H]1N(CC[C@H](C1)C)C(=O)NC\C=C\S(=O)(=O)C |r|